2-(3-[1-[(3-chlorophenyl)methyl]-1H-imidazol-2-yl]-5-fluorophenyl)-5-(difluoromethyl)-1,3,4-oxadiazole ClC=1C=C(C=CC1)CN1C(=NC=C1)C=1C=C(C=C(C1)F)C=1OC(=NN1)C(F)F